3-(5-chloro-1,3-thiazol-2-yl)-5-[(3R)-tetrahydro-furan-3-yloxy]benzoic acid ClC1=CN=C(S1)C=1C=C(C(=O)O)C=C(C1)O[C@H]1COCC1